CN1N=C(C=C1)C=1C(=C(C=CC1)S)Cl 3-(1-methyl-1H-pyrazole-3-yl)-2-chloro-thiophenol